ClC(C(=O)NC1=CC=CC=C1)C Chloropropioanilide